2-((2,3-dihydrofuro[3,2-b]pyridin-5-yl)methyl)-6-((1-(2-methoxyethyl)-1H-pyrazol-4-yl)sulfonyl)phthalazin-1(2H)-one O1CCC2=NC(=CC=C21)CN2C(C1=CC=C(C=C1C=N2)S(=O)(=O)C=2C=NN(C2)CCOC)=O